2-bromo-4-fluoro-1,3-benzothiazol-6-amine BrC=1SC2=C(N1)C(=CC(=C2)N)F